CC1=NC(=NC=2N([C@H](C(NC12)=O)C)C)N[C@@H]1C[C@H](C1)COC1=CC(=C(C(=C1)F)F)F (7S)-4,7,8-trimethyl-2-((trans-3-((3,4,5-trifluorophenoxy)methyl)-cyclobutyl)amino)-7,8-dihydropteridin-6(5H)-one